ClC1=NC(=NC(=N1)NCC)NC(C)C chloro-4-ethylamino-6-isopropylamino-1,3,5-triazine